(1R,2R)-2-(difluoromethyl)-N-(6-(1-((3R,4R)-4-hydroxy-3-methyltetrahydrofuran-3-yl)piperidin-4-yl)-7-methylisoquinolin-3-yl)cyclopropane-1-carboxamide FC([C@H]1[C@@H](C1)C(=O)NC=1N=CC2=CC(=C(C=C2C1)C1CCN(CC1)[C@@]1(COC[C@@H]1O)C)C)F